tris(neopentyl)aluminum C(C(C)(C)C)[Al](CC(C)(C)C)CC(C)(C)C